7β,19-epoxy-5α-hydroxy-cholest-2-en-6-one O[C@]12C([C@H]3[C@H]4[C@@H]5CC[C@H]([C@@H](CCCC(C)C)C)[C@]5(CC[C@@H]4[C@]2(CC=CC1)CO3)C)=O